4-(3-fluoro-6-methyl-cyclohexen-1-yl)but-3-en-2-one FC1C=C(C(CC1)C)C=CC(C)=O